3-((2-hydroxyethyl)-amino)propanol tert-butyl-((5-((4-((3-(pyrrolidin-1-yl)propyl)sulfonyl)phenyl)sulfonyl)thiophen-2-yl)methyl)carbamate C(C)(C)(C)N(C(=O)OCCCNCCO)CC=1SC(=CC1)S(=O)(=O)C1=CC=C(C=C1)S(=O)(=O)CCCN1CCCC1